ClC1=C(C=CC=C1)C1=CSC2=C1N=NC(=C2)C=2C(=CC1=C(C=CO1)C2)C 5-[7-(2-chlorophenyl)thieno[3,2-c]pyridazin-3-yl]-6-methyl-benzofuran